trans-Hex-2-enal C(\C=C\CCC)=O